ClC=1C=CC=C2C=CC=C(C12)N1CC=2N=C(N=C(C2CC1)N1C[C@@H](N(C[C@H]1C)C(C=C)=O)C)OCC1(CC1)CN(C)C 1-((2S,5R)-4-(7-(8-chloronaphthalen-1-yl)-2-((1-((dimethylamino)methyl)cyclopropyl)methoxyl)-5,6,7,8-tetrahydropyrido[3,4-d]pyrimidin-4-yl)-2,5-dimethylpiperazin-1-yl)prop-2-ene-1-one